N,N,N',N'-tetra(cyclopropyl)urea C1(CC1)N(C(=O)N(C1CC1)C1CC1)C1CC1